NC1=NC=CC=C1C1=NC=2C(=NC(=CC2)N2N=C(C=C2C)C)N1C=1C=C2CC[C@@H](C2=CC1)NC(C1=CC(=C(C=C1)O)C=O)=O N-[(1S)-5-[2-(2-aminopyridin-3-yl)-5-(3,5-dimethylpyrazol-1-yl)imidazo[4,5-b]pyridin-3-yl]-2,3-dihydro-1H-inden-1-yl]-3-formyl-4-hydroxybenzamide